4-methyl-1-{2-[4-(4,4,5,5-tetramethyl-1,3,2-dioxaborolan-2-yl)phenoxy]ethyl}-1,4-diazepan-5-one CN1CCN(CCC1=O)CCOC1=CC=C(C=C1)B1OC(C(O1)(C)C)(C)C